7-(Pyridin-3-ylethynyl)-5-(3-(5-thioxo-4,5-dihydro-1,2,4-oxadiazol-3-yl)phenyl)-1,5-dihydro-2H-naphtho[1,2-b][1,4]diazepine-2,4(3H)-dione N1=CC(=CC=C1)C#CC1=CC2=C(NC(CC(N2C2=CC(=CC=C2)C2=NOC(N2)=S)=O)=O)C2=CC=CC=C12